CN(C)CC1=C(C=CC=C1)NC(N)=O 3-(2-((dimethylamino)methyl)phenyl)urea